ClC1=CC(=C(C=C1)C1=NC(=NC2=NC(=C(N=C12)C)C)N1C[C@H](OCC1)C=1C=NN(C1)C)F (2R)-4-[4-(4-chloro-2-fluoro-phenyl)-6,7-dimethyl-pteridin-2-yl]-2-(1-methylpyrazol-4-yl)morpholine